(5S)-1-(3,4-difluorophenyl)-5-(5-(3,5-dimethylisoxazol-4-yl)-1-(1-methylpyrrolidin-3-yl)-1H-benzo[d]imidazol-2-yl)pyrrolidin-2-one FC=1C=C(C=CC1F)N1C(CC[C@H]1C1=NC2=C(N1C1CN(CC1)C)C=CC(=C2)C=2C(=NOC2C)C)=O